C12(CC3CC(CC(C1)C3)C2)PC23CC1CC(CC(C2)C1)C3 di-1-adamantylphosphine